CC1=NN(C2=C1CNCC2)C2=CC(=NC=C2)CC2=CC(=CC=C2)C(F)(F)F 3-methyl-1-(2-(3-(trifluoromethyl)benzyl)pyridin-4-yl)-1,5,6,7-tetrahydro-4H-pyrazolo[4,3-c]pyridin